C1(CC1)C1=CN=C2C(=N1)N(N=C2N)[C@H]2CCN(CCC2)C |r| (±)-6-cyclopropyl-1-(1-methylazepan-4-yl)-1H-pyrazolo[3,4-b]pyrazin-3-amine